(1S,2S)-2-ethyl-N-(8-(methylamino)-5-(6-morpholino-[1,2,4]triazolo[1,5-a]pyridin-2-yl)-2,7-naphthyridin-3-yl)cyclopropane-1-carboxamide C(C)[C@@H]1[C@H](C1)C(=O)NC=1N=CC2=C(N=CC(=C2C1)C1=NN2C(C=CC(=C2)N2CCOCC2)=N1)NC